N,N-dimethyloctadecanamide CN(C(CCCCCCCCCCCCCCCCC)=O)C